5,6-difluoro-4,7-bis(5-trimethylstannyl-thienyl)-benzooxadiazole FC=1C(=C(C2=C(N=NO2)C1C=1SC(=CC1)[Sn](C)(C)C)C=1SC(=CC1)[Sn](C)(C)C)F